copper carbonate dihydroxide [OH-].[OH-].C([O-])([O-])=O.[Cu+4]